2-(2-fluoro-2,3-dihydro-1H-inden-4-yl)-4,4,5,5-tetramethyl-1,3,2-dioxaborolane FC1CC2=CC=CC(=C2C1)B1OC(C(O1)(C)C)(C)C